4-[(4-nitrophenyl)methyl]morpholine [N+](=O)([O-])C1=CC=C(C=C1)CN1CCOCC1